ClC=1C=C(C=CC1N1CCOCC1)NC(=O)[C@H]1CN(CC1)C(=O)[O-] (R)-3-((3-chloro-4-morpholinophenyl)carbamoyl)pyrrolidine-1-carboxylate